3-(7-fluoro-1-oxo-4-((7-(piperidin-1-yl)heptyl)thio)isoindolin-2-yl)piperidine-2,6-dione FC=1C=CC(=C2CN(C(C12)=O)C1C(NC(CC1)=O)=O)SCCCCCCCN1CCCCC1